(±)-3-(4-bromophenyl)tetrahydropyran-3-carbonitrile BrC1=CC=C(C=C1)[C@@]1(COCCC1)C#N |r|